O=C1NC(CC[C@H]1N(C=1C=C(C=CC1)[C@H]1C(CN(CC1)C(=O)OC(C)(C)C)(F)F)C)=O t-butyl (4S)-4-[3-[[(3R)-2,6-dioxo-3-piperidyl]-methyl-amino]phenyl]-3,3-difluoro-piperidine-1-carboxylate